C(C)(C)(C)OC(=O)N1[C@@H](C[C@H](C1)CC1=NOC(=C1)C1CC1)C(=O)O (2S,4S)-1-tert-butoxycarbonyl-4-[(5-cyclopropylisoxazol-3-yl)methyl]pyrrolidine-2-carboxylic acid